C1(CC1)C1=C(C(=NO1)C1=C(C=CC=C1Cl)Cl)COC1C[C@H]2CC[C@@H](C1)N2C2=NOC(=N2)C=2C=C(C(=O)O)C=CC2 3-((1R,3s,5S)-(3-((5-cyclopropyl-3-(2,6-dichlorophenyl)isoxazol-4-yl)methoxy)-8-azabicyclo[3.2.1]octan-8-yl)-1,2,4-oxadiazol-5-yl)benzoic acid